C1(CC1)C1=C(C(=NO1)CNC(OC(C)(C)C)=O)I tert-Butyl ((5-cyclopropyl-4-iodoisoxazol-3-yl)methyl)carbamate